(S)-8-(8-((2,3-dichloropyridin-4-yl)thio)imidazo[1,2-c]pyrimidin-5-yl)-2-oxa-8-azaspiro[4.5]decan-4-amine ClC1=NC=CC(=C1Cl)SC=1C=2N(C(=NC1)N1CCC3([C@@H](COC3)N)CC1)C=CN2